ethyl 2,2,3-trimethyl-valerate CC(C(=O)OCC)(C(CC)C)C